tert-butyl-dimethyl-[[1-[5-(4,4,5,5-tetramethyl-1,3,2-dioxaborolan-2-yl)-2-pyridyl]-4-piperidyl]methoxy]silane C(C)(C)(C)[Si](OCC1CCN(CC1)C1=NC=C(C=C1)B1OC(C(O1)(C)C)(C)C)(C)C